ClC1=C(CCCC1=CO)C=O 2-chloro-3-(hydroxyMethylene)cyclohex-1-enecarbaldehyde